C(C)N(CCC[Si](OC)(OC)OC)CC N,N-diethyl-3-aminopropyl-trimethoxysilicon